C12(CCC(=N1)C=C1CCC(=N1)C=C1CCC(=N1)C=C1CCC2N1)C(=O)O corrinic acid